1-((1RS,3SR)-5'-bromo-4'-chloro-1',2'-dihydrospiro[cyclopentane-1,3'-pyrrolo[2,3-b]pyridin]-3-yl)-4-methyl-1H-pyrazol-5-amine BrC=1C(=C2C(=NC1)NC[C@]21C[C@H](CC1)N1N=CC(=C1N)C)Cl |r|